(1R,2R)-1-(3-cyano-1-methyl-1H-pyrazol-4-yl)-1-(2-cyanophenyl)propan C(#N)C1=NN(C=C1[C@H](CC)C1=C(C=CC=C1)C#N)C